N[C@H](C(=O)O)CC1=CC=C(C=C1)C=1C(=NN(C1)C)C(NC=1C=NC=CC1)=O (S)-2-amino-3-(4-(1-methyl-3-(pyridin-3-ylcarbamoyl)-1H-pyrazol-4-yl)phenyl)propanoic acid